3-[1-(4-bromobenzyl)-6-cyano-1H-indole-3-carboxamido]benzoic acid BrC1=CC=C(CN2C=C(C3=CC=C(C=C23)C#N)C(=O)NC=2C=C(C(=O)O)C=CC2)C=C1